hydroxylamine ammonium salt [NH4+].NO